ethyl 2-(3-fluoro-2-hydroxyphenyl)acetate FC=1C(=C(C=CC1)CC(=O)OCC)O